2-[6-(4-chlorophenoxy)-2-(trifluoromethyl)-3-pyridyl]-1-(1,2,4-triazol-1-yl)propan ClC1=CC=C(OC2=CC=C(C(=N2)C(F)(F)F)C(CN2N=CN=C2)C)C=C1